C(CCCCC)C(C(=O)OCCCCCCN(CCCCCCOC(C(CCCCCCCC)CCCCCC)=O)CCCCO)CCCCCCCC [(4-hydroxybutyl) azanediyl]di(hexane-6,1-diyl) bis(2-hexyldecanoate)